C(C)(C)(C)OC(=O)N1C[C@@H](CCC1)[C@H](C=1N=NC(=C(C1)C)C1=C(C=C(C=C1)C(F)(F)F)OC)O (R)-3-((R)-hydroxy(6-(2-methoxy-4-(trifluoromethyl)phenyl)-5-methylpyridazin-3-yl)methyl)piperidine-1-carboxylic acid tert-butyl ester